[NH+]1(C=CC2=CC=CC=C12)C1=CC=CC=2C3=CC=CC=C3NC12 indoliocarbazole